(R)-N-(6-(1,2-dimethyl-1H-imidazol-5-yl)isoquinolin-3-yl)-2-(3-methylmorpholinyl)acetamide CN1C(=NC=C1C=1C=C2C=C(N=CC2=CC1)NC(CN1[C@@H](COCC1)C)=O)C